3-methoxy-2,4-pentanediol COC(C(C)O)C(C)O